icosa-5,8,11,14,17-pentaen-1-ol C(CCCC=CCC=CCC=CCC=CCC=CCC)O